butyl (R)-2-(5-((1-(dibenzo[b,d]furan-2-yl)ethyl)amino)-6-oxo-2-(1-((2-(trimethylsilyl)ethoxy)methyl)-1H-pyrazol-4-yl)pyrimidin-1(6H)-yl)acetate C1=C(C=CC=2OC3=C(C21)C=CC=C3)[C@@H](C)NC3=CN=C(N(C3=O)CC(=O)OCCCC)C=3C=NN(C3)COCC[Si](C)(C)C